1-phenyl-1,2-butanediol C1(=CC=CC=C1)C(C(CC)O)O